7-(difluoromethyl)-6-(1-methyl-1H-pyrazol-4-yl)-1,2,3,4-tetrahydroquinoline FC(C1=C(C=C2CCCNC2=C1)C=1C=NN(C1)C)F